C1(CCCC1)OC=1C=C(C=CC1OC)C1CC(NC1)=O 4-[3-(cyclopentyloxy)-4-methoxyphenyl]-2-pyrrolidinone